(1R)-2,2-difluoro-N-{6-[2-({6-[(1S)-1-hydroxybutyl]-4-methylpyridin-3-yl}amino)pyridin-3-yl]pyrimidin-4-yl}cyclopropane-1-carboxamide FC1([C@H](C1)C(=O)NC1=NC=NC(=C1)C=1C(=NC=CC1)NC=1C=NC(=CC1C)[C@H](CCC)O)F